(tert-Butyldimethylsilyl)(trimethylsilyl)Phosphine [Si](C)(C)(C(C)(C)C)P[Si](C)(C)C